(2,6-dihydroxy-5'-methyl-4-pentyl-2'-(prop-1-en-2-yl)-[1,1'-biphenyl]-3-ylsulfonyl)acetamide OC1=C(C(=CC(=C1S(=O)(=O)CC(=O)N)CCCCC)O)C1=C(C=CC(=C1)C)C(=C)C